ClC1=NC=C(C(=N1)Cl)COC1CC(C1)(C(=O)OC)C methyl (1s,3s)-3-[(2,4-dichloro-5-pyrimidinyl)methoxy]-1-methylcyclobutanecarboxylate